2',3'-dihydrospiro[cyclohexane-1,1'-indene] C12(CCC3=CC=CC=C13)CCCCC2